(4-(2-hydroxyethoxy)-1-oxoisoindolin-2-yl)piperidine-2,6-dione OCCOC1=C2CN(C(C2=CC=C1)=O)N1C(CCCC1=O)=O